C(C)N1C=C(C=CC1=O)CC(=O)N1C(CC(C1)F)C(=O)NC(C1=CC=CC=C1)C1=NC(=C(C=C1)C(C)C)F 1-[2-(1-ethyl-6-oxo-1,6-dihydropyridin-3-yl)acetyl]-4-fluoro-N-{[6-fluoro-5-(propan-2-yl)pyridin-2-yl](phenyl)methyl}pyrrolidine-2-carboxamide